(S)-6-(1-benzyl-1H-pyrazole-4-carbonyl)-N-((2S,3R)-3-(cyclohexylmethoxy)-1-(methylamino)-1-oxobutan-2-yl)-2,6-diazaspiro[3.4]Octane-8-carboxamide C(C1=CC=CC=C1)N1N=CC(=C1)C(=O)N1CC2(CNC2)[C@@H](C1)C(=O)N[C@H](C(=O)NC)[C@@H](C)OCC1CCCCC1